gamma-(4-nitro-benzyl)-proline [N+](=O)([O-])C1=CC=C(CC2C[C@H](NC2)C(=O)O)C=C1